7,17-Dimethylnonacosane CC(CCCCCC)CCCCCCCCCC(CCCCCCCCCCCC)C